ClC(C(CF)(F)F)(Cl)Cl 1,1,1-trichloro-2,2,3-trifluoropropane